ClC1=CC=C(S1)C(C#N)=C1CCN(CC1)C(=O)N1CC=2C(CC1)=NOC2 2-(5-chlorothiophen-2-yl)-2-(1-(4,5,6,7-tetrahydroisoxazolo[4,3-c]pyridine-5-carbonyl)piperidin-4-ylidene)acetonitrile